3-[[4-hydroxy-1-[(3R,4R)-1-[(6-methoxypyridazin-3-yl)methyl]-3-phenyl-piperidine-4-carbonyl]-4-piperidinyl]methyl]-7-phenyl-pyrrolo[2,3-d]pyrimidin-4-one OC1(CCN(CC1)C(=O)[C@H]1[C@@H](CN(CC1)CC=1N=NC(=CC1)OC)C1=CC=CC=C1)CN1C=NC2=C(C1=O)C=CN2C2=CC=CC=C2